C(CN1CCN(CCN(CC1)CC(=O)O)CC(=O)O)N1CCN(CCN(CC1)CC(=O)O)CC(=O)O 2,2',2'',2'''-(ethane-1,2-diylbis(1,4,7-triazonane-7,1,4-triyl))tetraacetic acid